OC1=CC=C(C=C2C(N(C(S2)=NN=C2C(NC3=CC=C(C=C23)F)=O)C2=CC=C(C=C2)OC)=O)C=C1 3-(2-(5-(4-hydroxybenzylidene)-3-(4-methoxyphenyl)-4-oxothiazolidine-2-ylidene)hydrazono)-5-fluoro-1H-indol-2-one